N-(1-(4-fluorobenzyl)-2-oxopyrrolidin-3-yl)-2-(5-(methylsulfonylamino)-1H-indol-3-yl)-2-oxoacetamide FC1=CC=C(CN2C(C(CC2)NC(C(=O)C2=CNC3=CC=C(C=C23)NS(=O)(=O)C)=O)=O)C=C1